C(C)(C)(C)OC(=O)N[C@@H](COC(F)F)C(=O)O N-(tert-Butoxycarbonyl)-O-(difluoromethyl)-L-serine